(S)-N2-[1-(4-fluorophenyl)ethyl]-6-[4-(methylsulfonyl)phenyl]-N4-(pyrazin-2-yl)pyrimidine-2,4-diamine FC1=CC=C(C=C1)[C@H](C)NC1=NC(=CC(=N1)NC1=NC=CN=C1)C1=CC=C(C=C1)S(=O)(=O)C